4-carboxyphenylalanine C(=O)(O)C1=CC=C(C[C@H](N)C(=O)O)C=C1